C(C)=C1C2C3C4C=CC(C3C(C1)C2)C4 8-ethylidenetetracyclo[4.4.0.12,5.17,10]Dodeca-3-en